t-butyl (1-(3-chloro-4-(2-chloro-4-((trimethylsilyl)ethynyl)phenoxy)pyridin-2-yl)piperidin-4-yl)carbamate ClC=1C(=NC=CC1OC1=C(C=C(C=C1)C#C[Si](C)(C)C)Cl)N1CCC(CC1)NC(OC(C)(C)C)=O